(NZ)-N-[(4aR,8aS)-6,7-dimethyl-4-oxo-4a,5,8,8a-tetrahydronaphthalen-1-ylidene]benzenesulfonamide CC=1C[C@H]2C(C=C/C(/[C@H]2CC1C)=N/S(=O)(=O)C1=CC=CC=C1)=O